eicosyl 3-mercaptopropionate SCCC(=O)OCCCCCCCCCCCCCCCCCCCC